N1(N=CC=C1)C1=C(C=CC=C1)NC1=NC=NC(=C1)NC1=C(C=C(C(=C1)[N+](=O)[O-])N(C)CCN(CC)CC)OC N4-(2-(1H-pyrazol-1-yl)phenyl)-N6-(4-((2-(diethylamino)ethyl)(methyl)amino)-2-methoxy-5-nitrophenyl)Pyrimidine-4,6-diamine